bicyclo(3.2.1)octan C12CCCC(CC1)C2